N-[2-[(1S)-1-(3-ETHOXY-4-METHOXYPHENYL)-2-(METHYLSULPHONYL)ETHYL]-1,3-DIOXO-2,3-DIHYDRO-1H-ISOINDOL-4-YL]ACETAMIDE C(C)OC=1C=C(C=CC1OC)[C@@H](CS(=O)(=O)C)N1C(C2=CC=CC(=C2C1=O)NC(C)=O)=O